C1=C(C(=C(C(=C1F)F)F)F)N=[N+]=[N-] tetrafluorophenylazide